tetramethoxybiphenol tert-butyl-N-[2-[2-methyl-4-(4,4,5,5-tetramethyl-1,3,2-dioxaborolan-2-yl)pyrazol-3-yl]oxyethyl]carbamate C(C)(C)(C)N(C(O)=O)CCOC=1N(N=CC1B1OC(C(O1)(C)C)(C)C)C.COC=1C(=C(C(=C(C1O)C=1C(=CC=CC1)O)OC)OC)OC